FC1=C(C(=O)N(C2=NC=CC3=C2C=C(S3)C=3N=C(SC3)C(=O)O)[C@H]3CNCCC3)C=CC(=C1)N1N=NC=3C1=NC=CC3 [4-[[2-fluoro-4-(triazolo[4,5-b]pyridin-3-yl)benzoyl]-[(3R)-3-piperidyl]amino]thieno[3,2-c]pyridin-2-yl]thiazole-2-carboxylic acid